C(C)(C)(C)OC(=O)N1C(CC2(CC1)C=C1C=CC=CC1=C2)O hydroxyspiro[indene-2,4'-piperidine]-1'-carboxylic acid tert-butyl ester